3-amino-5-fluoro-N-{3-fluoro-2-[3-(methoxymethyl)-4-(methylamino)pyrrolidin-1-yl]-5,6,7,8-tetrahydroquinolin-6-yl}-6-methylthieno[2,3-b]pyridine-2-carboxamide NC1=C(SC2=NC(=C(C=C21)F)C)C(=O)NC2CC=1C=C(C(=NC1CC2)N2CC(C(C2)NC)COC)F